1-Bromo-2-fluoro-4-(trans-4-pentylcyclohexyl)benzene BrC1=C(C=C(C=C1)[C@@H]1CC[C@H](CC1)CCCCC)F